NC1(CCN(CC1)C1=C(C#N)C=C(C=C1)C(F)(F)F)C=1C=NC(=C(C1)F)C1=C(C=CC=C1)OC 2-(4-amino-4-(5-fluoro-6-(2-methoxyphenyl)pyridin-3-yl)piperidin-1-yl)-5-(trifluoromethyl)benzonitrile